6-ethynyl-2-oxaspiro[3.3]heptan-6-ol C(#C)C1(CC2(COC2)C1)O